ClC1=C(C(=CC(=C1)C#N)Cl)NC=1N(C2=NC(=NC=C2N1)N[C@@H]1C[C@@H](CCC1)O)C1CCC(CC1)C(=O)N (1R,4s)-4-(8-(2,6-dichloro-4-cyanophenylamino)-2-((1S,3R)-3-hydroxycyclohexylamino)-9H-purin-9-yl)cyclohexanecarboxamide